triphenylplatinum C1(=CC=CC=C1)[Pt](C1=CC=CC=C1)C1=CC=CC=C1